hydrazinobenzonitrile hydrochloride Cl.N(N)C1=C(C#N)C=CC=C1